BrC1=CC2=C(N(N=C2C=C1)[C@H]1C=C(C(=O)O)O[C@H]([C@@H]1NC(C(C)(C)C)=O)[C@H](O)[C@H](O)CO)C#N 2,6-Anhydro-4-(5-bromo-3-cyano-2H-indazol-2-yl)-5-pivalamido-3,4,5-trideoxy-D-glycero-D-galacto-non-2-enonic acid